N-(4-{1-[(pyridin-2-yl)carbonyl]piperidin-4-yl}butyl)imidazo[1,2-a]pyridine-6-carboxamide N1=C(C=CC=C1)C(=O)N1CCC(CC1)CCCCNC(=O)C=1C=CC=2N(C1)C=CN2